NC1=C2C(=NC(=N1)O)NN=C2 4-amino-6-hydroxypyrazolo[3,4-d]pyrimidine